FC(OC1=CC(=NN1)NC1=CN=C2C(=N1)N(N=C2)[C@H](CF)C2=NC=CC=C2)F (S)-N-(5-(difluoromethoxy)-1H-pyrazol-3-yl)-1-(2-fluoro-1-(pyridin-2-yl)ethyl)-1H-pyrazolo[3,4-b]pyrazin-6-amine